COC(CCC(=O)C=1SC=C(C1)C1=COC2=C1C=CC(=C2)F)=O 4-(4-(6-Fluorobenzofuran-3-yl)thiophen-2-yl)-4-oxobutanoic acid methyl ester